C(C)OC(=O)N1C[C@H](CC1)N1N=C(C2=CC(=CC=C12)Br)COC1=C(C=CC=C1)CC(=O)OCC (S)-3-(5-bromo-3-((2-(2-ethoxy-2-oxoethyl)phenoxy)methyl)-1H-indazol-1-yl)pyrrolidine-1-carboxylic acid ethyl ester